7-(2,3-Dimethylphenyl)benzo[d][1,3]dioxole-4-carboxylic acid CC1=C(C=CC=C1C)C1=CC=C(C2=C1OCO2)C(=O)O